2-Bromo-5-chloro-1-[(1S,2S)-2-(trifluoromethyl)cyclopropyl]-1H-imidazol BrC=1N(C(=CN1)Cl)[C@@H]1[C@H](C1)C(F)(F)F